5-(1-oxo-3-phenyl-2-propyn-1-yl)-1,3-isobenzofurandione O=C(C#CC1=CC=CC=C1)C=1C=C2C(OC(C2=CC1)=O)=O